Cl.N[C@H](CC(=O)OCC1=CC(=NC(=C1)Cl)Cl)C (2,6-Dichloropyridin-4-yl)methyl (S)-3-aminobutanoate hydrochloride